FC1=C(CN2N=C(C=C2C2=NOC=C2)C2=NC=C(C(N2)=O)F)C=CC=C1F 2-(1-(2,3-difluorobenzyl)-5-(isoxazol-3-yl)-1H-pyrazol-3-yl)-5-fluoropyrimidin-4(3H)-one